5,7-difluoro-N-(4-fluorophenethyl)-N-(prop-2-yn-1-yl)benzo[d]-thiazol-2-amine FC=1C=C(C2=C(N=C(S2)N(CC#C)CCC2=CC=C(C=C2)F)C1)F